4-(2-(4-aminopiperidin-1-yl)-6-(o-methylphenyl)quinazolin-4-yl)-2-fluorobenzonitrile NC1CCN(CC1)C1=NC2=CC=C(C=C2C(=N1)C1=CC(=C(C#N)C=C1)F)C1=C(C=CC=C1)C